Cl.F[C@@H]1CNCC[C@H]1N1N=CC(=C1)[N+](=O)[O-] |r| (±)-(Trans)-3-fluoro-4-(4-nitro-1H-pyrazol-1-yl)piperidine hydrochloride